tert-butyl (1S,4S)-5-(4-((4-chloro-5-(trifluoromethyl)pyrimidin-2-yl)amino)-3-cyclopropylphenyl)-2,5-diazabicyclo[2.2.1]heptane-2-carboxylate ClC1=NC(=NC=C1C(F)(F)F)NC1=C(C=C(C=C1)N1[C@@H]2CN([C@H](C1)C2)C(=O)OC(C)(C)C)C2CC2